2-((1e,3e)-hept-1,3-dien-1-yl)thiophene C(=C\C=C\CCC)/C=1SC=CC1